N3-methyl-pseudouridine CN1C(NC=C([C@H]2[C@H](O)[C@H](O)[C@@H](CO)O2)C1=O)=O